[NH4+].FC(C(=O)[O-])(C(F)(F)F)C(F)(F)F perfluoroisobutyric acid ammonium salt